C1(=CC=CC=C1)C1OC2=C(C1)C=CC(=C2)NC(=O)NCC2=CC=NC=C2 N-(2-phenyl-2,3-dihydro-1-benzofuran-6-yl)-N'-[(pyridin-4-yl)methyl]urea